C(C)OC(=O)C1=NNC(=C1)[N+](=O)[O-] 5-Nitropyrazole-3-carboxylic acid ethyl ester